C[C@]12[C@H]3CC[C@@]4([C@H](CC=C4[C@@H]3CC[C@@H]2C[C@H](CC1)NC(OCCN1CCCC1)=O)C=1C=CC(OC1)=O)C 2-(pyrrolidin-1-yl)ethyl ((3S,5R,8R,9S,10S,13R,17S)-10,13-dimethyl-17-(2-oxo-2H-pyran-5-yl)-2,3,4,5,6,7,8,9,10,11,12,13,16,17-tetradecahydro-1H-cyclopenta[a]phenanthren-3-yl)carbamate